2-(2-chlorophenyl)-N-[4-(pyridin-4-yl)-3-sulfamoylphenyl]Acetamide ClC1=C(C=CC=C1)CC(=O)NC1=CC(=C(C=C1)C1=CC=NC=C1)S(N)(=O)=O